CSC1=CC=C2C(/C(/COC2=C1)=C/C1=C(C=CC=C1)C=1N=CN(C1)C(C1=CC=CC=C1)(C1=CC=CC=C1)C1=CC=CC=C1)=O (E)-7-(methylthio)-3-(2-(1-trityl-1H-imidazol-4-yl)benzylidene)chroman-4-one